ClC1=CC=C(C[N+]2=C3N(C(C=C2)=O)C=CC=C3)C=C1 1-(4-chlorobenzyl)-4-oxo-4H-pyrido[1,2-a]pyrimidinium